C1(=C(C=CCC1)O)O cis-cyclohexadiene-ortho-Diol